[4,6-difluoro-5-[2-(methylamino)-5,7-dihydropyrrolo[3,4-b]pyridine-6-carbonyl]-1-oxo-isoindolin-2-yl]piperidine-2,6-dione FC1=C2CN(C(C2=CC(=C1C(=O)N1CC2=NC(=CC=C2C1)NC)F)=O)N1C(CCCC1=O)=O